N[C@H](CC1=C(C2=NC(=CC(=C2S1)NCC=1SC=CN1)Cl)C1CC1)CC(C)C 2-[(2S)-2-amino-4-methylpentyl]-5-chloro-3-cyclopropyl-N-[(1,3-thiazol-2-yl)methyl]thieno[3,2-b]pyridin-7-amine